ethyl 7-isopropyl-11-oxo-4-(((trifluoromethyl) sulfonyl) oxy)-2,6,7,11-tetrahydro-1H-furo[2,3-H]pyrido[2,1-a]isoquinoline-10-carboxylate C(C)(C)C1N2C(C=3C4=C(C(=CC3C1)OS(=O)(=O)C(F)(F)F)OCC4)=CC(C(=C2)C(=O)OCC)=O